FC1=C(C=C(C=C1)C1=CC2=C(NC(=N2)NC(OC)=O)C=C1)CC1=NNC(C2=CC=CC=C12)=O Methyl (5-(4-fluoro-3-((4-oxo-3,4-dihydrophthalazin-1-yl)methyl)phenyl)-1H-benzoimidazol-2-yl)carbamate